C1(C=2C(C(NN1)=O)=CNC(C2)=O)=O l-2,3-dihydropyrido[3,4-d]pyridazine-1,4,7(6H)-trione